C(C)(C)(C)OC(=O)N1CCN(CC1)C1=CC(=CC=C1)C(=O)OC 4-(3-(methoxycarbonyl)phenyl)piperazine-1-carboxylic acid tert-butyl ester